BrC1=C(C=C2C(=NC(=NC2=C1F)F)N1CC2(CNC(N2)=O)CCC1)F 7-(7-bromo-2,6,8-trifluoroquinazolin-4-yl)-1,3,7-triazaspiro[4.5]decan-2-one